COC=1C=C2C(=C(C(N(C2=CC1OC1COCC1)C)=O)C(=O)N)N1CCC(CC1)C=1OC2=C(N1)C=C(C=C2)C 6-methoxy-1-methyl-4-[4-(5-methyl-1,3-benzoxazol-2-yl)piperidin-1-yl]-2-oxo-7-[(oxolane-3-yl)oxy]-1,2-dihydroquinoline-3-carboxamide